O=C1NC(CCC1NC(C1=CC=CC=C1)=O)=O N-(2,6-dioxo-3-piperidyl)benzamide